(2-amino-6-(3-fluoro-2-methylphenyl)imidazo[1,2-a]pyridin-3-yl)(3,3-difluorocyclobutyl)methanone NC=1N=C2N(C=C(C=C2)C2=C(C(=CC=C2)F)C)C1C(=O)C1CC(C1)(F)F